Lithium bis(trifluoromethane sulfonyl)imide [N-](S(=O)(=O)C(F)(F)F)S(=O)(=O)C(F)(F)F.[Li+]